C12C(CC(C(C1)C(=O)OCC1CO1)C(=O)OCC1CO1)O2 diglycidyl 1,2-epoxycyclohexane-4,5-dicarboxylate